C(C)(C)(C)OC(=O)N1CCC(CC1)(OC)C=1C=C2C(=CC=NC2=CC1OCC1=CC=C(C=C1)OC)N[C@H](C)C1=C(C(=CC=C1)C(F)F)F (R)-4-(4-((1-(3-(difluoromethyl)-2-fluorophenyl)ethyl)amino)-7-((4-methoxybenzyl)oxy)quinolin-6-yl)-4-methoxypiperidine-1-carboxylic acid tert-butyl ester